BrC=1N=CN(C1)C(C)N1C(C=C(C=C1)N1C[C@@H](CCC1)N(C(OC(C)(C)C)=O)CC1CC1)=O tert-butyl ((3R)-1-(1-(1-(4-bromo-1H-imidazol-1-yl)ethyl)-2-oxo-1,2-dihydropyridin-4-yl)piperidin-3-yl)(cyclopropylmethyl)carbamate